4,4-difluorocyclohexylamine lead iodide [Pb](I)I.FC1(CCC(CC1)N)F